ethyl 2,2-dimethyl-4-pentenoate CC(C(=O)OCC)(CC=C)C